2-(8-ethyl-1-naphthyl)-4,4,5,5-tetramethyl-1,3,2-dioxaborolane C(C)C=1C=CC=C2C=CC=C(C12)B1OC(C(O1)(C)C)(C)C